2-(2-{[(1-benzofuran-2-yl)methyl]carbamoyl}-2,3-dihydro-1H-inden-2-yl)acetic acid O1C(=CC2=C1C=CC=C2)CNC(=O)C2(CC1=CC=CC=C1C2)CC(=O)O